BrC=1N=C(SC1C)N1C(CN(CC1)C(=O)OC(C)(C)C)=O tert-butyl 4-(4-bromo-5-methylthiazol-2-yl)-3-oxopiperazine-1-carboxylate